(e)-diethylstilbestrol CC/C(/C1=CC=C(O)C=C1)=C(\C1=CC=C(O)C=C1)/CC